2-(4-(2-amino-2-oxoethyl)phenyl)-2-((3,5-dicyano-6-(dimethylamino)-4-ethylpyridin-2-yl)thio)acetamide NC(CC1=CC=C(C=C1)C(C(=O)N)SC1=NC(=C(C(=C1C#N)CC)C#N)N(C)C)=O